2-(4-((2-acetamidothiazol-5-yl)methyl)piperazin-1-yl)-N-(4-methoxyphenethyl)acetamide C(C)(=O)NC=1SC(=CN1)CN1CCN(CC1)CC(=O)NCCC1=CC=C(C=C1)OC